1-Methyl-2-(6-trifluoromethoxy-benzothiazol-2-ylamino)-1H-benzoimidazole-5-carboxylic acid CN1C(=NC2=C1C=CC(=C2)C(=O)O)NC=2SC1=C(N2)C=CC(=C1)OC(F)(F)F